methyl 2-(4-methoxycarbonylphenyl)-1H-benzimidazole-5-carboxylate COC(=O)C1=CC=C(C=C1)C1=NC2=C(N1)C=CC(=C2)C(=O)OC